6-Amino-3-((1S,3R)-4'-chloro-3-cyano-3-ethyl-1',2'-dihydrospiro[cyclopentane-1,3'-pyrrolo[2,3-b]pyridin]-5'-yl)-2-fluoro-N,N-dimethylbenzamide NC1=CC=C(C(=C1C(=O)N(C)C)F)C=1C(=C2C(=NC1)NC[C@@]21C[C@](CC1)(CC)C#N)Cl